[Ir]=O.[Ru].[Pb] lead-ruthenium-iridium-oxide